(R)-6-(2-((tert-Butoxycarbonyl)amino)-3-phenylpropoxy)benzo[d][1,3]dioxole-5-carboxylic acid C(C)(C)(C)OC(=O)N[C@@H](COC=1C(=CC2=C(OCO2)C1)C(=O)O)CC1=CC=CC=C1